CN(S(=O)(=O)C1CC1)CC1=CC=C(C=C1)CN1C(NC2=C1C=CC=C2)=O N-methyl-N-(4-((2-oxo-2,3-dihydro-1H-benzo[d]imidazol-1-yl)methyl)benzyl)cyclopropanesulfonamide